4-(2-((6-(1,2,3-thiadiazol-5-yl)-1H-pyrazolo[4,3-c]pyridin-4-yl)oxy)ethoxy)-N-(3-(methoxymethyl)-5-(trifluoromethoxy)benzyl)butan-1-amine S1N=NC=C1C1=CC2=C(C(=N1)OCCOCCCCNCC1=CC(=CC(=C1)OC(F)(F)F)COC)C=NN2